bis(naphthyl)-N,N'-diphenyl-benzidine C1(=CC=CC2=CC=CC=C12)N(C1=CC=C(C2=CC=C(N(C3=CC=CC=C3)C3=CC=CC4=CC=CC=C34)C=C2)C=C1)C1=CC=CC=C1